ClC1=CC=C(C=C1)/C=C/C=O (E)-3-(4-chlorophenyl)acrolein